Cl.Cl.Cl.NCCC1=NC2=C(N1CCN(C)C)C=C1C(=C2)OCCO1 2-(2-(2-aminoethyl)-6,7-dihydro-1H-[1,4]dioxino[2',3':4,5]benzo[1,2-d]imidazol-1-yl)-N,N-dimethylethan-1-amine trihydrochloride